CC1=C(C=CC(=C1)N1CCOCC1)C#CC1=C2C=C(N=CC2=C(N=C1)NC)NC(=O)C1CC1 N-(5-((2-methyl-4-morpholinophenyl)ethynyl)-8-(methylamino)-2,7-naphthyridin-3-yl)cyclopropanecarboxamide